FC1([C@@H](C[C@]2(CN(C(O2)=O)CC(C)(C)C)CC1)CN1C=NC2=C1C=C(C=C2)C#N)F |r| rac-1-(((5S,7S)-8,8-Difluoro-3-neopentyl-2-oxo-1-oxa-3-azaspiro[4.5]decan-7-yl)methyl)-1H-benzo[d]imidazole-6-carbonitrile